Pyridine p-hydroxybenzenesulfonate OC1=CC=C(C=C1)S(=O)(=O)O.N1=CC=CC=C1